C1(=CC=CC=C1)C1=NC=2N(C(=C1)C1=CC=CC=C1)N=C(C2)C(=O)NCCCC=2C=NC=CC2 5,7-Diphenyl-N-(3-(pyridin-3-yl)propyl)pyrazolo[1,5-a]pyrimidine-2-carboxamide